(3Z,6Z)-3-Benzyliden-6-[(5-tert-Butyl-1H-imidazol-4-yl)methylen]piperazin-2,5-dion C(/C1=CC=CC=C1)=C/1\C(N\C(\C(N1)=O)=C/C=1N=CNC1C(C)(C)C)=O